(+)-(S)-triazolone N=1N=NC(C1)=O